C(C)(C)(C)C=1C(C=CC(C1)=O)=O 2-t-butylbenzoquinone